FC1C(C1)C(=O)NC=1SC2=C(N1)C=CC(=C2)C2=C1C=NNC1=C(C=C2)C 2-fluoro-N-(6-(7-methyl-1H-indazol-4-yl)benzo[d]thiazol-2-yl)cyclopropane-1-carboxamide